CC1OCCC1C 2,3-dimethyl-tetrahydrofuran